5-bromo-3-iodo-1-[[2-(trimethylsilyl)ethoxy]methyl]pyrazolo[3,4-b]pyridine BrC=1C=C2C(=NC1)N(N=C2I)COCC[Si](C)(C)C